N,N-bis(4-(dibenzo[b,d]furan-4-yl)phenyl)-[1,1':4',1''-terphenyl]-4-amine C1=CC=C(C=2OC3=C(C21)C=CC=C3)C3=CC=C(C=C3)N(C3=CC=C(C=C3)C3=CC=C(C=C3)C3=CC=CC=C3)C3=CC=C(C=C3)C3=CC=CC2=C3OC3=C2C=CC=C3